5-(2,4-difluorophenyl)-1-((4-fluorophenyl)sulfonyl)-1H-pyrrole-3-carbaldehyde FC1=C(C=CC(=C1)F)C1=CC(=CN1S(=O)(=O)C1=CC=C(C=C1)F)C=O